O1[O+](SCCC1)[O-] (dioxathiane)-2-oxide